2,2'-Ethyliden-bis-(6-tert.butyl-4-isobutylphenol) C(C)(C1=C(C(=CC(=C1)CC(C)C)C(C)(C)C)O)C1=C(C(=CC(=C1)CC(C)C)C(C)(C)C)O